3-(4-iodophenyl)-N-(4-methyl-3-(pyridin-4-yl)-1H-pyrazol-5-yl)propenamide IC1=CC=C(C=C1)C=CC(=O)NC1=C(C(=NN1)C1=CC=NC=C1)C